N(N)C1=NN=CC2=CC=CC=C12 1-hydrazinophthalazine